(1-(2-methoxyethoxy)propane) ytterbium [Yb].COCCOCCC